F/C=C(\CNC(OC(C)(C)C)=O)/CS(=O)(=O)C1=CC(=CC=C1)CN1C(CCCCC1)=O tert-butyl (E)-(3-fluoro-2-(((3-((2-oxoazepan-1-yl)methyl)phenyl)sulfonyl)methyl)allyl)carbamate